7-[6-[3-(4-piperidinyloxy)cyclobutoxy]-3-pyridinyl]-5H-pyrido[4,3-b]indole N1CCC(CC1)OC1CC(C1)OC1=CC=C(C=N1)C=1C=CC=2C3=C(NC2C1)C=CN=C3